(E)-4-(3-(2-(pyridin-4-yl)vinyl)-1H-indazole-6-carbonyl)-3,4-dihydroquinoxalin-2(1H)-one trifluoroacetate FC(C(=O)O)(F)F.N1=CC=C(C=C1)/C=C/C1=NNC2=CC(=CC=C12)C(=O)N1CC(NC2=CC=CC=C12)=O